C1(=CC=CC=C1)C1=NC(=NC(=N1)C1=C(C=C(C=C1)OCC(COC(C)CC)O)O)C1=C(C=C(C=C1)OCC(COC(C)CCC)O)O 2-phenyl-4-[2-hydroxy-4-(3-sec-butyloxy-2-hydroxypropyloxy)phenyl]-6-(2-hydroxy-4-(3-sec-amyloxy-2-hydroxypropyloxy)-phenyl)-s-triazine